ClC1=C(OC2=CC=C(C=C2)C2=NC3=CC(=C(C=C3C(=N2)N)OC)OCC2CCN(CC2)C)C=CC=C1 (4-(2-chlorophenoxy)phenyl)-6-methoxy-7-((1-methylpiperidin-4-yl)methoxy)quinazolin-4-amine